(8-chloro-1-naphthyl)-trifluoro-boranuide ClC=1C=CC=C2C=CC=C(C12)[B-](F)(F)F